C(C)(C)(C)OC(CN1CCN(CCN(CCN(CC1)C(C(=O)OC(C)(C)C)CCC(=O)OC(C)(C)C)CC(OC(C)(C)C)=O)C(CCC(=O)O)C(=O)OC(C)(C)C)=O 4-(4,10-bis(2-(tert-butoxy)-2-oxoethyl)-7-(1,5-di-tert-butoxy-1,5-dioxopentan-2-yl)-1,4,7,10-tetraazacyclododec-1-yl)-5-tert-butoxy-5-oxopentanoic acid